N-(1-oxo-1-(pyrrolidin-1-yl)propan-2-yl)carboxamide O=C(C(C)NC=O)N1CCCC1